C(#C)C1=CC2=C(N(C(N2C)=O)N2C(CCCC2=O)=O)C=C1 (5-ethynyl-3-methyl-2-oxo-2,3-dihydro-1H-benzo[d]imidazol-1-yl)piperidine-2,6-dione